[Si](C)(C)(C(C)(C)C)OCC1=C(C=C(C=C1)NC(=O)[C@H](CCCNC(=O)N)NC(OCC1C2=CC=CC=C2C=2C=CC=CC12)=O)I 9H-fluoren-9-ylmethyl N-[(1S)-1-[[4-[[tert-butyl(dimethyl)silyl]oxymethyl]-3-iodo-phenyl]carbamoyl]-4-ureido-butyl]carbamate